tridecafluoron-octyl-trimethoxysilane decadienoat C(C=CC=CCCCCC)(=O)O.FC(C(C(C(C(F)(F)[Si](OC)(OC)OC)(F)F)(F)F)(F)F)(CCC(F)(F)F)F